FC1=C(C=C2C=CC=NC2=C1)[C@H](C)N (S)-1-(7-fluoroquinolin-6-yl)ethane-1-amine